(S)-1'-(6-((2-amino-3-chloropyridin-4-yl)thio)pyrido[2,3-b]pyrazin-2-yl)-5,7-dihydrospiro[cyclopenta[b]pyridin-6,4'-piperidin]-5-amine NC1=NC=CC(=C1Cl)SC=1C=CC=2C(=NC=C(N2)N2CCC3(CC2)[C@@H](C=2C(=NC=CC2)C3)N)N1